tert-butyl (4-((3-methyl-5-(6-methyl-1-(methyl-d3)-1H-pyrazolo[3,4-b]pyridin-4-yl)-4,5,6,7-tetrahydro-1H-pyrazolo[4,3-c]pyridin-1-yl)methyl)bicyclo[2.2.2]octan-1-yl)carbamate CC1=NN(C2=C1CN(CC2)C2=C1C(=NC(=C2)C)N(N=C1)C([2H])([2H])[2H])CC12CCC(CC1)(CC2)NC(OC(C)(C)C)=O